NC1=C(N=CC(=N1)N1CCN(CC1)C(N)=S)C1=C(C(=CC=C1)Cl)Cl 4-(6-amino-5-(2,3-dichlorophenyl)pyrazin-2-yl)piperazine-1-carbothioamide